(2R,3S,4S)-4-hydroxy-2-[(4-methoxyphenyl)methyl]pyrrolidin-3-yl N-[2-(1H-imidazol-2-ylamino)ethyl]carbamate N1C(=NC=C1)NCCNC(O[C@H]1[C@H](NC[C@@H]1O)CC1=CC=C(C=C1)OC)=O